C1OCC12CN(C2)CCNC(C2=CC=C(C=C2)C2CC1(CC(C1)C#N)CCN2CC2=C1C=CNC1=C(C=C2OC)C)=O N-(2-(2-oxa-6-azaspiro[3.3]heptan-6-yl)ethyl)-4-(2-cyano-7-((5-methoxy-7-methyl-1H-indol-4-yl)methyl)-7-azaspiro[3.5]nonan-6-yl)benzamide